ClC=1C=CC=C2C=CC=C(C12)C1=NC=C2C3=C(C=NC2=C1F)N(C([C@H]1N3C[C@@H](NC1)CN(C)C)=O)C (8aS,11S)-3-(8-chloronaphthalen-1-yl)-11-((dimethylamino)methyl)-4-fluoro-7-methyl-9,10,11,12-tetrahydro-7H-pyrazino[1',2':4,5]pyrazino[2,3-c][1,6]naphthyridin-8(8aH)-one